FC(OC=1C(=CC(=C(C1)NC)[N+](=O)[O-])NCCN(C)C)F 5-(difluoromethoxy)-N'-(2-(dimethyl-amino)ethyl)-N1-methyl-2-nitrobenzene-1,4-diamine